FC1=C(C(=C(C=C1OC)OC)F)N1CC2=CN=C(C=C2C2(C1=O)CC2)C#N 2'-(2,6-difluoro-3,5-dimethoxyphenyl)-3'-oxo-2',3'-dihydro-1'H-spiro[cyclopropane-1,4'-[2,7]naphthyridine]-6'-carbonitrile